2-chloro-3-fluoro-4-(prop-2-yloxy)pyridine ClC1=NC=CC(=C1F)OC(C)C